CCC\C=C\CCCCCCC trans-4-dodecene